4-(4-fluoro-6-hydroxy-5-(methoxymethoxy)isoindolin-2-yl)-4-oxobutanoic acid ethyl ester C(C)OC(CCC(=O)N1CC2=CC(=C(C(=C2C1)F)OCOC)O)=O